4,6-Dibromopyrimidine BrC1=NC=NC(=C1)Br